4-(1,6-Diazaspiro[3.5]nonan-6-yl)-7-toluenesulfonyl-7H-pyrrolo[2,3-d]pyrimidine N1CCC12CN(CCC2)C=2C1=C(N=CN2)N(C=C1)S(=O)(=O)CC1=CC=CC=C1